(S)-2-((4-(3-((5-Chloro-3-fluoropyridin-2-yl)methoxy)phenyl)piperidin-1-yl)methyl)-1-(oxetan-2-ylmethyl)-1H-benzo[d]imidazol ClC=1C=C(C(=NC1)COC=1C=C(C=CC1)C1CCN(CC1)CC1=NC2=C(N1C[C@H]1OCC1)C=CC=C2)F